(R)-2-chloro-4-((1-hydroxyhex-2-yl)amino)-1,5-naphthyridine-3-carboxylic acid ethyl ester C(C)OC(=O)C=1C(=NC2=CC=CN=C2C1N[C@@H](CO)CCCC)Cl